N1N=CC2=CC=C(C=C12)CN(C1=CC=C(C=C1)CN1CCN(CC1)C)CC1=CC(=CC=C1)OC N-((1H-indazol-6-yl)methyl)-N-(3-methoxybenzyl)-4-((4-methylpiperazin-1-yl)methyl)aniline